C(CC)NCC(CS(=O)(=O)O)C 3-Propylamino-2-methyl-propane-1-sulfonic acid